FC1=C(COC2=CC=C3C=C(NC3=C2)C)C=CC=C1 6-((2-fluorobenzyl)oxy)-2-methylindole